COC=1C=C(C=CC1OC)/C=C/C(=O)C1=CC=C(C=C1)C(C(CC(CC(C(=O)OCCCC)(C)C)C(NCO)=O)(CC)C)OO Butyl 6-[[4-[(E)-3-(3,4-dimethoxyphenyl)prop-2-enoyl]phenyl]-hydroperoxymethyl]-4-(hydroxymethylcarbamoyl)-2,2,6-trimethyloctanoate